6-[(Z)-(6,7-dihydro-6,6-dimethyl-3H,5H-pyrrolo[2,1-c][1,2,4]thiadiazol-3-ylidene)amino]-7-fluoro-4-(2-propyn-1-yl)-2H-1,4-benzoxazin-3(4H)-one CC1(CC2=NS\C(\N2C1)=N/C=1C(=CC2=C(N(C(CO2)=O)CC#C)C1)F)C